N1(CCOCC1)C=1C=CC(=NC1)C#N 5-(morpholin-4-yl)pyridine-2-carbonitrile